7-(pyridine-3-sulfonyl)-2-amino-7H-pyrrolo[2,3-d]pyrimidine N1=CC(=CC=C1)S(=O)(=O)N1C=CC2=C1N=C(N=C2)N